[I-].[I-].C(CCC)[N+]=1C=NN(C1)C1=CC(=CC=C1)N1C=[N+](C=C1)CCCC 4-butyl-1-(3-(3-butyl-1H-imidazol-3-ium-1-yl)phenyl)-1H-1,2,4-triazol-4-ium diiodide